N-(5-chloro-1,3,4-thiadiazol-2-yl)-2-((4-oxo-1-(tetrahydro-2H-thiopyran-4-yl)-4,5-dihydro-1H-pyrazolo[3,4-d]pyrimidin-6-yl)thio)acetamide ClC1=NN=C(S1)NC(CSC=1NC(C2=C(N1)N(N=C2)C2CCSCC2)=O)=O